N1(CCCCC1)C(=O)C=1C=C(N)C=CC1 3-(piperidin-1-ylcarbonyl)aniline